S(N)(=O)(=O)C1=NC=CC(=C1)NC(=O)C=1C(=NC=C(C1)C(F)(F)F)N1CC2=CC=CC(=C2C1)OC(F)(F)F N-(2-sulfamoyl-4-pyridyl)-2-[4-(trifluoromethoxy)isoindolin-2-yl]-5-(trifluoro-methyl)pyridine-3-carboxamide